FC=1N=C(N2C1C(=CC(=C2)C2CN(C2)CC2CCC(CC2)C(=O)NC)C2=C(C=C(C=C2)F)C(=O)N2[C@@H](COCC2)C)C (1r,4r)-4-{[3-(1-fluoro-8-{4-fluoro-2-[(3R)-3-methylmorpholine-4-carbonyl]phenyl}-3-methylimidazo[1,5-a]pyridin-6-yl)azetidin-1-yl]methyl}-N-methylcyclohexane-1-carboxamide